(difluorophenyltriazinyl)[(biphenylyl)dibenzofuranyl]benzene FC=1C(=C(C=CC1)C=1C(=NN=NC1)C1=C(C=CC=C1)C1=C(C=CC=2OC3=C(C21)C=CC=C3)C3=C(C=CC=C3)C3=CC=CC=C3)F